C1=NC=CC=2CCC=CC12 5,6-dihydroisoquinoline